NC1=NC=C(C=C1C1=NC=C(C=C1)C(=O)N(C)C)C1=CC(=NC=C1)C#N 2'-amino-2''-cyano-N,N-dimethyl-[2,3':5',4''-terpyridine]-5-carboxamide